COC1=CC=C(C=C1)C(OC[C@]1(O[C@H](CN(C1)CCCC)N1C(NC(C(=C1)C)=O)=O)CO)(C1=CC=CC=C1)C1=CC=C(C=C1)OC 1-[(2R,6R)-6-[[bis(4-methoxyphenyl)-phenyl-methoxy]methyl]-4-butyl-6-(hydroxy-methyl)morpholin-2-yl]-5-methyl-pyrimidine-2,4-dione